C(=O)(OC(C)(C)C)NC1=CC=NC=C1 4-(Boc-amino)pyridine